ClC1=CC(=C2C(=N1)N(C=N2)C[C@@H]2CCC(N2C)=O)N2CCOCC2 (S)-5-((5-chloro-7-morpholino-3H-imidazo[4,5-b]pyridin-3-yl)methyl)-1-methylpyrrolidin-2-one